Diacetyl-Dihydrolutidine C(C)(=O)C=1C=C(C(NC1C)C)C(C)=O